(1aR,6aR)-5-cyano-N-(3-(2-methylpyridin-4-yl)phenyl)hexahydropyrrolo[3,4-b]pyrrole-1(2H)-carboxamide C(#N)N1C[C@@H]2N(CCC2C1)C(=O)NC1=CC(=CC=C1)C1=CC(=NC=C1)C